(1S,2S)-2-(methoxymethyl)cyclopropane-1-carboxylic acid COC[C@@H]1[C@H](C1)C(=O)O